5-(2-fluoro-4,5-dimethoxyphenyl)-1,3-cyclohexanedione FC1=C(C=C(C(=C1)OC)OC)C1CC(CC(C1)=O)=O